2,2-Dimethylpropanoic chloride CC(C(=O)Cl)(C)C